OC=1NC(SC1CC1=CC=C(C=C1)C(C=CC1=CC=C(C=C1)OC)=O)=O 4-Hydroxy-5-[[4-[3-(4-methoxyphenyl)prop-2-enoyl]phenyl]methyl]-3H-1,3-thiazol-2-one